FC=1C=NC(=NC1)N1C=CC2=C1N=NC(=C2)C2=C(C=C(C=C2C)C(F)(F)F)O 2-[7-(5-fluoropyrimidin-2-yl)-7H-pyrrolo[2,3-c]pyridazin-3-yl]-3-methyl-5-(trifluoromethyl)phenol